NC1=C(C(=NC(=C1)C1=CC(=C(C=C1)F)OC)C(=O)O)Cl 4-amino-3-chloro-6-(4-fluoro-3-methoxyphenyl)-2-pyridinecarboxylic acid